N-(trans-3-ethoxycyclobutyl)-5-(3-(2-fluoroethyl)-2-methyl-3H-imidazo[4,5-b]pyridin-5-yl)pyrrolo[2,1-f][1,2,4]triazin-2-amine C(C)O[C@@H]1C[C@H](C1)NC1=NN2C(C=N1)=C(C=C2)C2=CC=C1C(=N2)N(C(=N1)C)CCF